C1(CC1)CN1CC[C@@]23[C@@](CC=4C(=NN(C4C2)C2CCS(CC2)=O)C)([C@H]1CC=1C=CC(=CC13)O)O (1S,4S)-4-((6R,6aS,11aR)-14-(cyclopropylmethyl)-2,6a-dihydroxy-8-methyl-6,6a,7,11-tetrahydro-6,11a-(epiminoethano)naphtho[2,1-f]indazol-10(5H)-yl)tetrahydro-2H-thiopyran 1-oxide